COC1=CC=C(CC1)C(=O)O.NC([C@H](C)NC(C1=CC(=CC(=C1)C(F)(F)F)Cl)=O)=O N-[(2S)-1-amino-1-oxopropan-2-yl]-3-chloro-5-(trifluoromethyl)benzamide 4-Methoxycyclohexa-1,3-diene-1-carboxylate